1,2-dihydroxypropyl α-chloroacrylate ClC(C(=O)OC(C(C)O)O)=C